C(C)(=O)[O-].[K+].C([O-])(O)=O.[Na+] sodium bicarbonate potassium acetate